NC1=C(C=NC(=C1)C1=CC=C(C=C1)F)NC(OC(C)(C)C)=O tert-Butyl N-[4-amino-6-(4-fluorophenyl)-3-pyridyl]carbamate